1-(piperidin-4-yl)dihydropyrimidine-2,4(1H,3H)-dione N1CCC(CC1)N1C(NC(CC1)=O)=O